COC=1C=C2CCNCC2=CC1NC1=NC=C(C(=N1)NCCC(=O)N1CCOCC1)C(F)(F)F 3-[[2-[(6-Methoxy-1,2,3,4-tetrahydroisoquinolin-7-yl)amino]-5-(trifluoromethyl)pyrimidin-4-yl]amino]-1-morpholino-propan-1-one